(3S)-8-((3S,5R)-4-acryloyl-3,5-dimethylpiperazin-1-yl)-l-1-(2,4-difluorophenyl)-3-ethoxy-10-(trifluoromethyl)-3,4-dihydro-2H,6H-[1,4]thiazepino[2,3,4-ij]quinazolin-6-one C(C=C)(=O)N1[C@H](CN(C[C@H]1C)C1=NC(N2C3=C(C=C(C=C13)C(F)(F)F)S(C[C@H](C2)OCC)C2=C(C=C(C=C2)F)F)=O)C